((2r,6r)-6-ethylmorpholin-2-yl)methanol C(C)[C@H]1O[C@H](CNC1)CO